N-(4-Ethoxyphenyl)-N1-(4-fluorophenyl)-6-pyrrolidin-1-yl-[1,3,5]triazine-2,4-diamine hydrochloride Cl.C(C)OC1=CC=C(C=C1)NC1N(C(=NC(=N1)N)N1CCCC1)C1=CC=C(C=C1)F